3-chloro-1-((1R,2R)-2-hydroxy-2-methyl-cyclopentyl)-7-((1-(methylsulfonyl)piperidin-4-yl)amino)-2-oxo-1,2-dihydro-1,6-naphthyridine ClC=1C(N(C2=CC(=NC=C2C1)NC1CCN(CC1)S(=O)(=O)C)[C@H]1[C@](CCC1)(C)O)=O